C1(CC1)C=1N=CC2=C(N1)NC=C2C2=CC1=C(N=C(S1)C)C=C2 6-(2-cyclopropyl-7H-pyrrolo[2,3-d]pyrimidin-5-yl)-2-methylbenzo[d]thiazole